3,6-diamino-N2,N5-bis((1r,2s,3r,4r)-1,2,3,4,5-pentahydroxypentyl)pyrazine-2,5-dicarboxamide NC=1C(=NC(=C(N1)C(=O)N[C@@H]([C@H]([C@@H]([C@@H](CO)O)O)O)O)N)C(=O)N[C@@H]([C@H]([C@@H]([C@@H](CO)O)O)O)O